C(#N)C1=C(C=C(C=N1)N1C(N(C(C1=O)(C)C)[C@@H]1CC[C@H](CC1)OCCC1C(CN(CC1)C(=O)OC(C)(C)C)(F)F)=S)C(F)(F)F tert-butyl 4-(2-(((trans)-4-(3-(6-cyano-5-(trifluoromethyl) pyridin-3-yl)-5,5-dimethyl-4-oxo-2-thioxoimidazolidin-1-yl) cyclohexyl) oxy) ethyl)-3,3-difluoropiperidine-1-carboxylate